BrC=1C=C(N(N1)CC=1C(=NN(C1)C)C(F)F)C(=O)NC1=C(C=C(C=C1C(NC)=O)Cl)C 5-bromo-N-[4-chloro-2-methyl-6-(methylcarbamoyl)phenyl]-2-[[3-(difluoromethyl)-1-methyl-pyrazol-4-yl]methyl]pyrazole-3-carboxamide